N4-(2-ethoxy-5-methyl-(4-(4-methylpiperazin-1-yl)piperidin-1-yl)phenyl)-N6-(2-(2-fluorophenyl)pyridin-4-yl)pyrimidine-4,6-diamine C(C)OC1=C(C=C(C=C1N1CCC(CC1)N1CCN(CC1)C)C)NC1=NC=NC(=C1)NC1=CC(=NC=C1)C1=C(C=CC=C1)F